2,2,2-trifluoro-1-(7-((3-((4-methoxy-2-methylphenyl)amino)-1-methyl-1H-pyrazolo[3,4-d]pyrimidin-6-yl)amino)-3,4-dihydroisoquinolin-2(1H)-yl)ethan-1-one FC(C(=O)N1CC2=CC(=CC=C2CC1)NC1=NC=C2C(=N1)N(N=C2NC2=C(C=C(C=C2)OC)C)C)(F)F